ClC1(CC1)C1(OC1)CC1=C(C=CC=C1)Cl 2-(1-chlorocyclopropyl)-2-[(2-chlorophenyl)methyl]oxirane